C(C(C)C)C=1N=NNN1 5-isobutyl-2H-tetrazol